4-(6-methoxy-benzimidazol-1-yl)-phenylamine COC=1C=CC2=C(N(C=N2)C2=CC=C(C=C2)N)C1